C(C1=CC=CC=C1)OC1=CC(=C(C(=C1N1CC(NS1(=O)=O)=O)F)Br)C 5-(6-(benzyloxy)-3-bromo-2-fluoro-4-methylphenyl)-1,2,5-thiadiazolidin-3-one 1,1-dioxide